[Na+].C1(=CC=CC2=CC=CC=C12)S(=O)(=O)[O-] 1-naphthalenesulfonic acid sodium salt